O1COC2=C1C=CC(=C2)/C=C/C(=O)N(C2=CC=CC=C2)CCS(=O)(=O)C (E)-3-(1,3-benzodioxol-5-yl)-N-(2-methylsulfonylethyl)-N-phenyl-prop-2-enamide